ClC1=CC=C(C=C1)C1(CCCCC1)C(=O)N1CC(CC1)OC1=NC(=NC(=C1)C1=C(C=CC=C1C)C)NS(=O)(=O)C=1C=NN(C1)C N-[4-[1-[1-(4-chlorophenyl)cyclohexanecarbonyl]pyrrolidin-3-yl]oxy-6-(2,6-dimethylphenyl)pyrimidin-2-yl]-1-methyl-pyrazole-4-sulfonamide